1-(3-ethoxy-5-methoxyphenyl)ethan-1-one C(C)OC=1C=C(C=C(C1)OC)C(C)=O